(2S,4R)-1-[(2S)-2-(4-cyclopropyltriazol-1-yl)-3,3-dimethyl-butanoyl]-4-hydroxy-N-[1-methyl-2-(1-methyl-4-oxo-pyrazolo[3,4-d]pyrimidin-5-yl)ethyl]pyrrolidine-2-carboxamide C1(CC1)C=1N=NN(C1)[C@H](C(=O)N1[C@@H](C[C@H](C1)O)C(=O)NC(CN1C=NC2=C(C1=O)C=NN2C)C)C(C)(C)C